(2R)-2-methoxypropan-1-ol CO[C@@H](CO)C